5-Chloro-6-(2,5-dihydro-1H-pyrrol-3-yl)pyridin-3-amine ClC=1C=C(C=NC1C=1CNCC1)N